CC1=CC=NC=2N(C(C(NC21)=O)=O)C2CCN(CC2)C(=O)OC(C)(C)C tert-Butyl 4-(8-methyl-2,3-dioxo-2,3-dihydropyrido[2,3-b]pyrazin-4(1H)-yl)piperidine-1-carboxylate